(S)-1-(2-ethoxy-2-oxoethyl)-2-oxoimidazolidine-4-carboxylic acid C(C)OC(CN1C(N[C@@H](C1)C(=O)O)=O)=O